rac-(1S*,2S*)-N-(4-((8-(aminomethyl)-6-cyclopropylimidazo[1,2-a]pyridin-2-yl)methoxy)pyridin-2-yl)-2-(3-chlorophenyl)cyclopropane-1-carboxamide NCC=1C=2N(C=C(C1)C1CC1)C=C(N2)COC2=CC(=NC=C2)NC(=O)[C@@H]2[C@H](C2)C2=CC(=CC=C2)Cl |r|